(2'-hydroxy-3',5'-di-tert-pentylphenyl)benzotriazole OC1=C(C=C(C=C1C(C)(C)CC)C(C)(C)CC)C1=CC=CC=2NN=NC21